2-methyl-2-(4-(2-oxoethyl)-phenyl)-propionic acid ethyl ester C(C)OC(C(C)(C1=CC=C(C=C1)CC=O)C)=O